C1(CC1)C(=O)N1CCC(CC1)C=1N2C(=NN1)CC(C2)C2=C(C(=CC=C2O)Cl)Cl cyclopropyl-(4-(6-(2,3-dichloro-6-hydroxyphenyl)-6,7-dihydro-5H-pyrrolo[2,1-c][1,2,4]triazol-3-yl)piperidin-1-yl)methanone